C12C(CC(C=C1)C2)C(=O)OC(C)(C)C t-butyl bicyclo[2.2.1]hept-5-ene-2-carboxylate